C[Pb](Br)Cl methyl-lead chloride bromide